ClC=1C=C2CC(CC2=CC1Cl)N(C(CC)=O)C[C@@H](C=1C=NC=CC1)O N-(5,6-dichloroindan-2-yl)-N-[(2R)-2-hydroxy-2-(3-pyridyl)ethyl]propanamide